The molecule is a saturated fatty acyl-CoA(4-) obtaned by deprotonation of phosphate and diphosphate functions of tricosanoyl-CoA; major species at pH 7.3. It is a conjugate base of a tricosanoyl-CoA. CCCCCCCCCCCCCCCCCCCCCCC(=O)SCCNC(=O)CCNC(=O)[C@@H](C(C)(C)COP(=O)([O-])OP(=O)([O-])OC[C@@H]1[C@H]([C@H]([C@@H](O1)N2C=NC3=C(N=CN=C32)N)O)OP(=O)([O-])[O-])O